(2S)-2-((2S)-2-((((2-(3-chlorobenzyl)cyclopentyl)oxy)carbonyl)amino)-3-cyclohexylpropanamido)-3-((S)-2-oxopyrrolidin-3-yl)propanoic acid ClC=1C=C(CC2C(CCC2)OC(=O)N[C@H](C(=O)N[C@H](C(=O)O)C[C@H]2C(NCC2)=O)CC2CCCCC2)C=CC1